C1(=CC=CC=C1)C=1C(=CC2=CC=CC=C2C1)B(O)O (3-phenyl-2-naphthyl)-boronic acid